CCCCCCCCCCCCCCCCCCCC(=O)OC[C@H](COP(=O)([O-])OCC[N+](C)(C)C)OC(=O)CCCCCCCCC/C=C\CCCCCCCCCC 1-eicosanoyl-2-(11Z-docosenoyl)-glycero-3-phosphocholine